N-(2-(difluoromethoxy)-4-(4-methyl-4H-1,2,4-triazol-3-yl)phenyl)-8-(3-methoxy-3-methylazetidin-1-yl)-6-methylpyrido[3,4-d]pyrimidin-2-amine FC(OC1=C(C=CC(=C1)C1=NN=CN1C)NC=1N=CC2=C(N1)C(=NC(=C2)C)N2CC(C2)(C)OC)F